5α-pregnane-3,20-dione CC([C@H]1CC[C@H]2[C@@H]3CC[C@H]4CC(CC[C@]4(C)[C@H]3CC[C@]12C)=O)=O